(E)-Methyl 3-(3-(1-(2,5-bis(trifluoromethyl)benzyl)piperidin-4-yl)-3,4-dihydro-2H-benzo[b][1,4]oxazin-6-yl)-3-cyclopropyl-2-methylacrylate FC(C1=C(CN2CCC(CC2)C2NC3=C(OC2)C=CC(=C3)/C(=C(/C(=O)OC)\C)/C3CC3)C=C(C=C1)C(F)(F)F)(F)F